FC1=CC=C(OCC2N(C3CC(C2C)C3)C(=O)C=3N=C(SC3C3=NC=CC=N3)C)C=C1 trans-3-[(4-fluorophenoxy)methyl]-4-methyl-2-[2-methyl-5-(pyrimidin-2-yl)-1,3-thiazole-4-carbonyl]-2-azabicyclo[3.1.1]heptane